C(C)N[C@@H](CCC(N)=O)C(=O)O N-ethyl-L-glutamine